rac-(1r,2r,3s,4r,5s)-N-(2-cyano-5-(trifluoromethyl)phenyl)-5-hydroxy-3-(1-methyl-3-(trifluoromethyl)-1H-pyrazol-4-yl)-7-oxabicyclo[2.2.1]heptane-2-carboxamide C(#N)C1=C(C=C(C=C1)C(F)(F)F)NC(=O)[C@H]1[C@H]2C[C@@H]([C@@H]([C@@H]1C=1C(=NN(C1)C)C(F)(F)F)O2)O |r|